N,N-bis(stearoyl-isopropoxy)N,N-dimethyl-ammonium methyl-sulfate COS(=O)(=O)[O-].C(CCCCCCCCCCCCCCCCC)(=O)C(C)(C)O[N+](C)(C)OC(C)(C)C(CCCCCCCCCCCCCCCCC)=O